OC1=CC=C(C=C1)C(C#N)=CC1=CC=C(C=C1)O 2,3-bis(4-hydroxyphenyl)acrylonitrile